C(#N)[C@]1(CC12CC2)C=2C=C1C=C(N=CC1=CC2)NC(=O)[C@H]2[C@@H](C2)C2=NC=CC=C2 (1R,2R)-N-(6-((S)-1-cyanospiro[2.2]pentan-1-yl)isoquinolin-3-yl)-2-(pyridin-2-yl)cyclopropane-1-carboxamide